The molecule is a chromone that consists of a furo[3,2-g]chromen-5-one skeleton and its substituted derivatives thereof. (The diagram shows the basic unsubstituted skeleton.) It is a member of chromones, an organic heterotricyclic compound and an oxacycle. C1=COC2=CC3=C(C=C21)C(=O)C=CO3